2-(tert-butyl) 2,6,9-triazaspiro[4.5]decane-2,9-dicarboxylate C1N(CCC12NCCN(C2)C(=O)[O-])C(=O)OC(C)(C)C